2-{2-[({[(2R,3S,4S)-4-hydroxy-2-[(4-methoxyphenyl)methyl]pyrrolidin-3-yl]oxy}carbonyl)amino]acetamido}propanoic acid O[C@@H]1[C@H]([C@H](NC1)CC1=CC=C(C=C1)OC)OC(=O)NCC(=O)NC(C(=O)O)C